3-hydroxy-4,4-dimethyldihydrofuran-2(3H)-one OC1C(OCC1(C)C)=O